C(C(C)C)P(C1=C(SC=C1P(CC(C)C)CC(C)C)C1CCCC1)CC(C)C 3,4-bis(di-isobutylphosphino)-2-cyclopentylthiophene